OCCCNC(=O)C1CCN(CC1)C=1SC2=C(N1)C=CC(=C2)C(=O)O 2-(4-(3-hydroxypropylcarbamoyl)piperidin-1-yl)benzo[d]thiazole-6-carboxylic acid